OCCCNC=1C(N(C(N(C1)C)=O)C)=O (3-hydroxypropyl-amino)-1,3-dimethyluracil